COC1=C(C(N(C(=C1)C)C1=CC=NC=C1)=O)C(=O)O methoxy-6-methyl-2-oxo-2H-[1,4'-bipyridine]-3-carboxylic acid